C1(CC1)C1=C(C2=C(N=C(N=C2)NC2=CC=C(C=C2)C2CCNCC2)N1C1=CC=CC(=N1)N=S(=O)(C)C)F ((6-(6-Cyclopropyl-5-fluoro-2-((4-(piperidin-4-yl)phenyl)amino)-7H-pyrrolo[2,3-d]pyrimidin-7-yl)pyridin-2-yl)imino)dimethyl-λ6-sulfanone